N1=C(C=CC(=C1)OC1[C@@](CN)(C=CC=C1)C)C1=NC=CC=C1 R-2-(2,2'-bipyridine-5-oxy)-1-methylbenzylamine